CN(C(=O)C12CC(C1)(C2)C(=O)NC=2C=NNC2)C2CNCC2 N1-methyl-N3-(1H-pyrazol-4-yl)-N1-(pyrrolidin-3-yl)-bicyclo[1.1.1]pentane-1,3-dicarboxamide